CN(C)[C@H]1CCNC1 (3S)-N,N-dimethylpyrrolidin-3-amine